2-(6-Isopropylpyridin-3-yl)-imidazo[1,2-a]pyridin-3-carbaldehyd C(C)(C)C1=CC=C(C=N1)C=1N=C2N(C=CC=C2)C1C=O